4-[2-(methylamino)-4-pyridyl]-7-[[5-(4-methylpiperazin-1-yl)-2-pyridyl]amino]isoindolin-1-one CNC1=NC=CC(=C1)C1=C2CNC(C2=C(C=C1)NC1=NC=C(C=C1)N1CCN(CC1)C)=O